N1C=C(C=2C=NC=CC21)\C=C/2\C(N(C(S2)=O)C(C)C)=O (Z)-5-((1H-pyrrolo[3,2-c]pyridin-3-yl)methylene)-3-isopropylthiazolidine-2,4-dione